4-((5-(3-(4-(tert-butyl)pyrimidin-2-yl)cyclopentyl)-1H-pyrazol-3-yl)amino)-3-fluorobenzenesulfonamide C(C)(C)(C)C1=NC(=NC=C1)C1CC(CC1)C1=CC(=NN1)NC1=C(C=C(C=C1)S(=O)(=O)N)F